NCC1(CCN(CC1)C1=NC=C(NC1=O)SC=1C(=C(C=CC1)NC(=O)C1=C(N=C2N(C1=O)C=CN2)O)Cl)C N-(3-((5-(4-(aminomethyl)-4-methylpiperidin-1-yl)-6-oxo-1,6-dihydropyrazin-2-yl)thio)-2-chlorophenyl)-7-hydroxy-5-oxo-1,5-dihydroimidazo[1,2-a]pyrimidine-6-carboxamide